3-(2,6-difluoro-benzyloxy)-5-(1H-indol-4-yl)-pyridin-2-ylamine FC1=C(COC=2C(=NC=C(C2)C2=C3C=CNC3=CC=C2)N)C(=CC=C1)F